1-(4-methoxybenzyl)-1H-indole-2-carbaldehyde COC1=CC=C(CN2C(=CC3=CC=CC=C23)C=O)C=C1